FC1(CCNCC1)F 4,4-difluorohexahydropyridine